zinc(II) ethyl acetoacetate C(CC(=O)C)(=O)OCC.[Zn+2]